CCN(CC)CCNC(=O)C1=CC=C(C=C1)NC(=O)C The molecule is a benzamide obtained via formal condensation of 4-acetamidobenzoic acid and 2-(diethylamino)ethylamine. It has a role as an anti-arrhythmia drug. It is a member of benzamides and a member of acetamides.